tert-Butyl 3-(3-hydroxy-4-nitrophenyl)-8-azabicyclo[3.2.1]oct-3-ene-8-carboxylate OC=1C=C(C=CC1[N+](=O)[O-])C=1CC2CCC(C1)N2C(=O)OC(C)(C)C